COC1=CC(=CC=2CCOC21)O 7-Methoxy-2,3-dihydrobenzofuran-5-ol